OCC1(CCC1)NC=1C2=C(N=C(N1)C1=CC=C(C=C1)NS(=O)(=O)C)CC[S@]2=O |r| (R/S)-N-(4-(4-((1-(hydroxymethyl)cyclobutyl)amino)-5-oxo-6,7-dihydrothieno[3,2-d]pyrimidin-2-yl)phenyl)methanesulfonamide